3,6-bis(5-bromothiophene-2-yl)-2,5-bis(2-octyldodecyl)pyrrolo[3,4-c]pyrrole-1,4-dione BrC1=CC=C(S1)C=1N(C(C2=C(N(C(C21)=O)CC(CCCCCCCCCC)CCCCCCCC)C=2SC(=CC2)Br)=O)CC(CCCCCCCCCC)CCCCCCCC